(1S,3R)-1-(2,6-difluoro-4-((1-(3-fluoropropyl)azetidin-3-yl)oxy)phenyl)-2-(2,2-difluoropropyl)-3-methyl-1,2,3,4-tetrahydroisoquinolin-6-yl trifluoromethanesulfonate FC(S(=O)(=O)OC=1C=C2C[C@H](N([C@@H](C2=CC1)C1=C(C=C(C=C1F)OC1CN(C1)CCCF)F)CC(C)(F)F)C)(F)F